C(C)(C)(C)OC(=O)C1=NC=C(C=C1)NC1=C(N=NC(=C1)C1=C(C=CC=C1F)F)C(N)=O 5-((3-carbamoyl-6-(2,6-difluorophenyl)pyridazin-4-yl)amino)pyridine-2-carboxylic acid tert-butyl ester